FC1=C(C=CC=C1)C1=C(N=C(C=2N1N=CC2)N2CCC1(CC2)[C@@H](C=2C(=NC=C(C2)C)C1)N)C (5S)-1'-[7-(2-fluorophenyl)-6-methyl-pyrazolo[1,5-a]pyrazin-4-yl]-3-methyl-spiro[5,7-dihydrocyclopenta[b]pyridine-6,4'-piperidine]-5-amine